(S)-4-(4-cyano-2-methoxyphenyl)-5-ethoxy-N-(2,4-dimethoxybenzyl)-2,8-dimethyl-1,4-dihydro-1,6-naphthyridine-3-carboxamide C(#N)C1=CC(=C(C=C1)[C@@H]1C(=C(NC2=C(C=NC(=C12)OCC)C)C)C(=O)NCC1=C(C=C(C=C1)OC)OC)OC